5α-androst-1-ene-3β,17β-diol C[C@@]12[C@H](CC[C@H]1[C@@H]1CC[C@H]3C[C@H](C=C[C@]3(C)[C@H]1CC2)O)O